lactic acid mono-(4-ethoxy-4-oxo-butan-2-yl) ester C(C)OC(CC(C)OC(C(O)C)=O)=O